4-(3-methoxyphenyl)-2-methylisoquinolin-1-one COC=1C=C(C=CC1)C1=CN(C(C2=CC=CC=C12)=O)C